7-[1-(2,2,2-trifluoroethyl)-1H-pyrazolo[3,4-b]pyrazin-6-yl]-2-[4-(trifluoromethyl)pyridin-2-yl]-2,7-diazaspiro[3.5]nonane FC(CN1N=CC=2C1=NC(=CN2)N2CCC1(CN(C1)C1=NC=CC(=C1)C(F)(F)F)CC2)(F)F